N-[4-[(4-fluorophenyl)methyl]-6-(trifluoromethyl)-2,3-dihydro-1,4-benzoxazin-7-yl]-3,3-dimethyl-butanamide FC1=CC=C(C=C1)CN1CCOC2=C1C=C(C(=C2)NC(CC(C)(C)C)=O)C(F)(F)F